FC=1C=C(C2=C(OCCO2)C1)NC1=NC=2N(C(=C1)NC)N=CC2NC(NCC(=O)N)=O 2-(3-(5-((7-fluoro-2,3-dihydrobenzo[b][1,4]dioxin-5-yl)amino)-7-(methylamino)pyrazolo[1,5-a]pyrimidin-3-yl)ureido)acetamide